tert-butyl ((trans)-3-(4-chloropyridin-2-yl)cyclobutyl)carbamate ClC1=CC(=NC=C1)[C@@H]1C[C@H](C1)NC(OC(C)(C)C)=O